3-(4-(3,6-diazabicyclo[3.1.1]heptan-3-yl)-5,7-difluoro-1-oxoisoindolin-2-yl)piperidine-2,6-dione C12CN(CC(N1)C2)C2=C1CN(C(C1=C(C=C2F)F)=O)C2C(NC(CC2)=O)=O